tert-butyl (3R)-3-[(2-bromothieno[3,2-c]pyridin-4-yl)-[2-fluoro-4-(1-methyltriazol-4-yl)benzoyl]amino]piperidine-1-carboxylate BrC1=CC=2C(=NC=CC2S1)N([C@H]1CN(CCC1)C(=O)OC(C)(C)C)C(C1=C(C=C(C=C1)C=1N=NN(C1)C)F)=O